ClC=1C=C(C=C(C1N[C@@H](CSC1=CC=C(C=C1)F)CCN1CC(C1)F)Cl)S(=O)(=O)NC(=O)C1(CCCCCC1)OC (R)-N-((3,5-DICHLORO-4-((4-(3-FLUOROAZETIDIN-1-YL)-1-((4-FLUOROPHENYL)THIO)BUTAN-2-YL)AMINO)PHENYL)SULFONYL)-1-METHOXYCYCLOHEPTANE-1-CARBOXAMIDE